trans-3-((Cyclobutylmethyl)amino)-5-(4-hydroxycyclohexyl)-8-((4-isopropylpiperazin-1-yl)methyl)pyrimido[4,5-c]isoquinolin-6(5H)-one C1(CCC1)CNC=1N=CC2=C(N(C(C=3C=C(C=CC23)CN2CCN(CC2)C(C)C)=O)[C@@H]2CC[C@H](CC2)O)N1